C(#N)C(CCC(=O)O)(C)SC(=S)SCCCCCCCCCCCC 4-cyano-4-(dodecyl-sulfanyl-thiocarbonyl)sulfanyl-valeric acid